C(C)S(=O)(=O)N1CCN(CC1)C1=CC=C(C=C1)C1=NNC=2C1=NN(C(C2)=O)C2=C(C=CC=C2C)F 3-(4-(4-(ethylsulfonyl)piperazin-1-yl)phenyl)-5-(2-fluoro-6-methylphenyl)-1H-pyrazolo[4,3-c]pyridazin-6(5H)-one